N-[7-isopropoxy-2-(4-piperidyl)imidazo[1,2-a]pyridin-6-yl]pyrimidine-4-carboxamide C(C)(C)OC1=CC=2N(C=C1NC(=O)C1=NC=NC=C1)C=C(N2)C2CCNCC2